C(C)(C)(C)OC(N[C@@H](C[C@H]1C(NC(C1)(C)C)=O)C(N(C)OC)=O)=O.C(CCC)OOC(C)(C)OOCCCC |o1:9| di(butyl-peroxy)propane tert-butyl-N-[(1S)-2-[(3R*)-5,5-dimethyl-2-oxopyrrolidin-3-yl]-1-[methoxy(methyl)carbamoyl]ethyl]carbamate